C1(CCCCC1)C1=C(C(=NN1C=1SC=C(N1)C(=O)O)C1=CC=CC=C1)CC1=CC=C(C=C1)S(N)(=O)=O 2-(5-cyclohexyl-3-phenyl-4-(4-sulfamoylbenzyl)-1H-pyrazol-1-yl)thiazole-4-carboxylic acid